2-{[(8R,9R,10S)-6-[(4-methoxyphenyl)carbamoyl]-9-[4-(2-phenylethynyl)phenyl]-1,6-diazabicyclo[6.2.0]decan-10-yl]methoxy}acetic acid COC1=CC=C(C=C1)NC(=O)N1CCCCN2[C@@H]([C@@H]([C@@H]2C1)C1=CC=C(C=C1)C#CC1=CC=CC=C1)COCC(=O)O